NC=1C=NC=C(C=O)C1 5-AMINONICOTINALDEHYDE